F[P-](F)(F)(F)(F)F.ClC1=[N+]([C@H]2[C@@H](N1C)CCCC2)C (3aR,7aS)-2-chloro-1,3-dimethyl-3a,4,5,6,7,7a-hexahydro-1H-benzo[d]imidazol-3-ium hexafluorophosphate